(R)-3-aminodihydrofuran-2(3H)-one 2,2,2-trifluoroacetate FC(C(=O)O)(F)F.N[C@H]1C(OCC1)=O